FC1=C(C=CC=C1)NCC#C 3-[(2-fluorophenyl)amino]prop-1-yn